2-amino-6-chloro-4-methoxypyridine-3,5-dicarbonitrile NC1=NC(=C(C(=C1C#N)OC)C#N)Cl